NC1=NC(=NC=C1)NC=1C=C(C=CC1)NC(=O)N N-[3-(4-aminopyrimidin-2-yl)aminophenyl]urea